C[C@@H]1[C@@H](C2=NC=CC=C2OC2=C1C=CC=C2)CN |o1:1,2| ((10R*,11R*)-10-methyl-10,11-dihydrobenzo[6,7]oxepino-[3,2-b]-pyridin-11-yl)methanamine